ClC=1C=C2CCCN(C2=C(C1)C1=C2C(=NC=C1)C=C(S2)CN2C(N(C=CC2=O)C2CC(C2)(F)F)=O)C2CNCC2 3-((7-(6-chloro-1-(pyrrolidin-3-yl)-1,2,3,4-tetrahydroquinolin-8-yl)thieno[3,2-b]pyridin-2-yl)methyl)-1-(3,3-difluorocyclobutyl)pyrimidine-2,4(1H,3H)-dione